2-Fluoro-4-methyl-5-nitrobenzensulfonyl chlorid FC1=C(C=C(C(=C1)C)[N+](=O)[O-])S(=O)(=O)Cl